FC(CN1N=CC=2C1=NC(=CN2)N2CCC1(CC(N(C1)CC1=NC=CC(=C1)C(F)(F)F)=O)CC2)F 8-[1-(2,2-difluoroethyl)-1H-pyrazolo[3,4-b]pyrazin-6-yl]-2-{[4-(trifluoromethyl)pyridin-2-yl]methyl}-2,8-diazaspiro[4.5]decan-3-one